FC=1C=C(C=NC1)C1=NC(=CC(=N1)N1C[C@H](CC1)O)C1=CC=C(C=C1)C(F)(F)F (S)-1-(2-(5-fluoropyridin-3-yl)-6-(4-(trifluoromethyl)phenyl)pyrimidin-4-yl)pyrrolidin-3-ol